CN(C)CC1(CC1)NC(=O)C1(C(C1)(F)F)C1=CC=CC=C1 N-(1-((dimethylamino)methyl)cyclopropyl)-2,2-difluoro-1-phenylcyclopropane-1-carboxamide